C(CCCCCCC)OC1=CC=C(C=C1)Br 1-n-octyloxy-4-bromobenzene